FC(C(=O)O)(F)F.N[C@@]1(CN(C[C@H]1CCCB(O)O)S(=O)(=O)N1CC(C1)N)C(=O)O |r| (rac)-trans-3-amino-1-((3-aminoazetidin-1-yl)sulfonyl)-4-(3-boronopropyl)pyrrolidine-3-carboxylic acid, 2,2,2-trifluoroacetic acid salt